tert-butyl (2-{5-[(7R,14R)-1-(difluoromethoxy)-5-oxo-5,6,7,14-tetrahydro-7,14-methanobenzimidazo[1,2-b][2,5]benzodiazocin-11-yl]pyrimidin-2-yl}propan-2-yl)carbamate FC(OC1=CC=CC=2C(N[C@H]3C=4N([C@@H](C21)C3)C3=C(N4)C=CC(=C3)C=3C=NC(=NC3)C(C)(C)NC(OC(C)(C)C)=O)=O)F